5,5'-(Butane-1,4-diyl)bis(N-(2-methyl-5-(trifluoromethoxy)benzyl)-1,3,4-thiadiazole-2-carboxamide) C(CCCC1=NN=C(S1)C(=O)NCC1=C(C=CC(=C1)OC(F)(F)F)C)C1=NN=C(S1)C(=O)NCC1=C(C=CC(=C1)OC(F)(F)F)C